FC1=NC(=CC=C1C=1SC=2C(N(CCC2N1)C(=O)OC(C)(C)C)=O)N1C[C@H](CC1)O tert-butyl (S)-2-(2-fluoro-6-(3-hydroxypyrrolidin-1-yl)pyridin-3-yl)-4-oxo-6,7-dihydrothiazolo[5,4-c]pyridine-5(4H)-carboxylate